2,4,6-tri(allyloxy)-1,3,5-triazine C(C=C)OC1=NC(=NC(=N1)OCC=C)OCC=C